FC1=CC=C(CC2(CCN(CC2)C(=O)OC(C)(C)C)O)C=C1 tert-butyl 4-(4-fluorobenzyl)-4-hydroxypiperidine-1-carboxylate